2,6-dimethyl-9-acryloyloxy-10-acetoxy-1,4-dihydroanthracene CC=1CC2=C(C3=CC=C(C=C3C(=C2CC1)OC(C)=O)C)OC(C=C)=O